N-(3-chloro-4-(oxazol-5-yl)phenyl)-1,2,3,4-tetrahydronaphthalene-2-carboxamide ClC=1C=C(C=CC1C1=CN=CO1)NC(=O)C1CC2=CC=CC=C2CC1